cyclohexanephthalic anhydride C1(CCCCC1)C=1C=CC=C2C1C(=O)OC2=O